methyl 1-amino-2-(1-(1-(tert-butoxycarbonyl) pyrrolidin-3-yl)-3-hydroxypropyl)-4-(4-phenoxyphenyl)-1H-imidazole-5-carboxylate NN1C(=NC(=C1C(=O)OC)C1=CC=C(C=C1)OC1=CC=CC=C1)C(CCO)C1CN(CC1)C(=O)OC(C)(C)C